C12NCC(C1N1C(=NC=3C(=NC=4C(=C(C(=CC4C31)Cl)C3=CC(=CC1=CC=CC=C31)O)F)N3CC(C3)N(C)C)CO)C2 4-(1-((endo)-2-azabicyclo[2.1.1]hexan-5-yl)-8-chloro-4-(3-(dimethylamino)azetidin-1-yl)-6-fluoro-2-(hydroxymethyl)-1H-imidazo[4,5-c]quinolin-7-yl)naphthalen-2-ol